(S)-1-(4-(4-chlorophenyl)-2,3,9-trimethyl-6H-thieno[3,2-f][1,2,4]triazolo[4,3-a][1,4]diazepin-6-yl)-2-oxo-6,9,12,15,18,21-hexaoxa-3-azatetracosan ClC1=CC=C(C=C1)C1=N[C@H](C=2N(C3=C1C(=C(S3)C)C)C(=NN2)C)CC(NCCOCCOCCOCCOCCOCCOCCC)=O